C(#N)C[C@H]1N(CC[C@@H](C1)N1N=CC=2C(=NC=3C(=C(C(=CC3C21)C)C=2C=CC=C1C=CC=C(C21)C#N)F)N2CC(C2)(C)N(C)C)C(C(=C)F)=O 8-(1-((2S,4S)-2-(cyanomethyl)-1-(2-fluoroacryloyl)piperidin-4-yl)-4-(3-(dimethylamino)-3-methylazetidin-1-yl)-6-fluoro-8-methyl-1H-pyrazolo[4,3-c]quinolin-7-yl)-1-naphthonitrile